C(C)(C)(C)OC(=O)N(C(OC(C)(C)C)=O)C1=C(C(=C(C(=C1F)C)OC)F)F tert-Butyl N-tert-butoxycarbonyl-N-(2,3,6-trifluoro-4-methoxy-5-methyl-phenyl)carbamate